O\N=C(/N)\C=1C=NC=C(C(=O)OC)C1 methyl (Z)-5-(N'-hydroxycarbamimidoyl)nicotinate